2-(2-Chloro-4-(1-(chinolin-5-yl)-5-(trifluoromethyl)-1H-pyrazol-4-carboxamido)phenyl)-2H-1,2,3-triazol-4-carboxamid ClC1=C(C=CC(=C1)NC(=O)C=1C=NN(C1C(F)(F)F)C1=C2C=CC=NC2=CC=C1)N1N=CC(=N1)C(=O)N